OC[C@H](C(=O)O)C (R)-2-hydroxymethyl-propionic acid